FC1=CC=C(OCCN(C2(CCOCC2)C(=O)NC2(CC2)C2=CC=C(C(=O)OC)C=C2)C)C=C1 Methyl 4-[1-[[4-[2-(4-fluorophenoxy)ethyl-methyl-amino]tetrahydropyran-4-carbonyl]amino]cyclopropyl]benzoate